C(=O)O.FC1=C(C=CC(=C1)C(F)(F)F)C1=C2C(=C(N=N1)N[C@H]1CN(CCC1)C)C=NC=C2 1-[2-fluoro-4-(trifluoromethyl)phenyl]-N-[(3R)-1-methylpiperidin-3-yl]pyrido[3,4-d]pyridazin-4-amine formate